C1(CCCC1)NC(=O)C1=CC=C(C=C1)B(O)O 4-(CYCLOPENTYLAMINOCARBONYL)PHENYLBORONIC ACID